3-(((3-fluoropyridin-2-yl)amino)methyl)-2-methyl-1,2,3,4-tetrahydroisoquinolin-7-amine FC=1C(=NC=CC1)NCC1N(CC2=CC(=CC=C2C1)N)C